N-(4-fluoro-3-(5-isopropyl-2H-pyrazolo[3,4-b]pyridin-2-yl)phenyl)-2,4-dimethyloxazole-5-carboxamide FC1=C(C=C(C=C1)NC(=O)C1=C(N=C(O1)C)C)N1N=C2N=CC(=CC2=C1)C(C)C